Linalyloxid C(C)(C=C)(CCC=C(C)C)OC(C)(C=C)CCC=C(C)C